N-((6-(2-Chloro-3-(3-chloro-2-(3-methoxy-4-(((1-phenylpiperidin-4-yl)amino)methyl)phenyl)pyridin-4-yl)phenyl)-2-methoxypyridin-3-yl)methyl)-1-phenylpiperidin-4-amine ClC1=C(C=CC=C1C1=C(C(=NC=C1)C1=CC(=C(C=C1)CNC1CCN(CC1)C1=CC=CC=C1)OC)Cl)C1=CC=C(C(=N1)OC)CNC1CCN(CC1)C1=CC=CC=C1